FC=1C=C2[C@@H]([C@@H](CN3C2=C(C1F)C=C3)NC([2H])([2H])[2H])C (5S,6S)-8,9-difluoro-6-methyl-N-(methyl-d3)-5,6-dihydro-4H-pyrrolo[3,2,1-ij]quinolin-5-amine